1-bromo-2-methoxy-4-(pentafluorosulfanyl)benzene BrC1=C(C=C(C=C1)S(F)(F)(F)(F)F)OC